4'-(4'-chloro-[1,1'-biphenyl]-3-yl)spiro[cyclohexane-1,9'-fluorene] ClC1=CC=C(C=C1)C1=CC(=CC=C1)C1=CC=CC=2C3(C4=CC=CC=C4C12)CCCCC3